N2-(3-(methylsulfonamido)phenyl)-N4-(3-(piperidin-1-ylmethyl)phenyl)thiophene-2,4-dicarboxamide CS(=O)(=O)NC=1C=C(C=CC1)NC(=O)C=1SC=C(C1)C(=O)NC1=CC(=CC=C1)CN1CCCCC1